FC(C)(F)C=1C=CC(=NC1)C1[C@@H](CN(CC1)C(=O)C1C(NC2C(O1)CCNC2)=O)C ((S)-4-(5-(1,1-Difluoroethyl)pyridin-2-yl)-3-methylpiperidine-1-carbonyl)hexahydro-2H-pyrido[4,3-b][1,4]oxazin-3(4H)-one